C(CCCC(=O)OCC(CCCCCCCC)CCCCCC)(=O)OCC(C(C(=O)NCCC(=O)OCC1C2=CC=CC=C2C=2C=CC=CC12)O)(C)C 4-((3-((9H-Fluoren-9-yl)methoxy)-3-oxopropyl)amino)-3-hydroxy-2,2-dimethyl-4-oxobutyl (2-hexyldecyl) glutarate